C[C@@H]1N(CC1)C=1N=C(C2=C(N1)CCC2)C=2C=C(C=CC2)S(=O)(=O)N 3-[2-[(2S)-2-methylazetidin-1-yl]-6,7-dihydro-5H-cyclopenta[d]pyrimidin-4-yl]benzenesulfonamide